ClC=1C=CC2=C(NN=N2)C1 6-chloro-1H-benzo[d][1,2,3]triazole